propylpalladium(II) chloride C(CC)[Pd]Cl